C(C=C)N1C(O[C@@H](C1)C1=CC=CC=C1)=O (R)-3-allyl-5-phenyloxazolidin-2-one